C[Si](CCOCN1C(=NC2=C1C=CC=C2)C2NCCC1=CC=C(C=C21)O)(C)C [1-(2-trimethylsilylethoxymethyl)benzimidazol-2-yl]-3,4-dihydro-1H-isoquinolin-7-ol